3-bromo-5-[(1,1-dimethylethyl)thio]pyridine BrC=1C=NC=C(C1)SC(C)(C)C